C1(CC1)C1=NN(C=C1C=1N(N=CC1)C)[C@@H]1C[C@H](C1)CNC=1C=C2C(N(C(C2=CC1)=O)C1C(NC(CC1)=O)=O)=O 5-(((Trans-3-(3'-cyclopropyl-2-methyl-1'H,2H-[3,4'-bipyrazol]-1'-yl)cyclobutyl)methyl)amino)-2-(2,6-dioxopiperidin-3-yl)isoindoline-1,3-dione